2-acetamido-N-(4-iodophenyl)benzamide C(C)(=O)NC1=C(C(=O)NC2=CC=C(C=C2)I)C=CC=C1